2,5,6-trifluorobenzyl cyanide FC1=C(CC#N)C(=C(C=C1)F)F